OC1=C(C=CC(=C1)C(F)(F)F)C1=NN=C(C(N1C)=O)N[C@H]1CNCCC1 3-[2-Hydroxy-4-(trifluoromethyl)phenyl]-4-methyl-6-[[(3R)-3-piperidyl]amino]-1,2,4-triazin-5-on